7-azido-5H,6H,7H-pyrano[2,3-d][1,3]thiazole N(=[N+]=[N-])C1CCOC=2N=CSC21